i-propanethiol C(C)(C)S